5-[8-dimethylamino-3-[(4-methoxyphenyl)-methyl]-2-oxo-8-phenyl-1,3-diazaspiro[4.5]decan-1-yl]-valeronitrile CN(C1(CCC2(CN(C(N2CCCCC#N)=O)CC2=CC=C(C=C2)OC)CC1)C1=CC=CC=C1)C